ClC=1C=C2C(=NC(=NC2=C(C1C1=CC=CC2=C1N=C(S2)N)F)N2CC1CNC(C2)C1)N1CCNCC1 4-[6-chloro-8-fluoro-4-piperazin-1-yl-2-[3,6-diazabicyclo[3.2.1]oct-3-yl]quinazolin-7-yl]-1,3-benzothiazol-2-amine